C(C)(C)(C)S(=O)N=CC1CCN(CC1)C(=O)OC(C)(C)C tert-butyl 4-(((tert-butylsulfinyl)imino)methyl)piperidine-1-carboxylate